18-(hexyloxy)-18-oxooctadecanoic acid C(CCCCC)OC(CCCCCCCCCCCCCCCCC(=O)O)=O